2,2-dimethyl-3-(trityloxy)propionic acid CC(C(=O)O)(COC(C1=CC=CC=C1)(C1=CC=CC=C1)C1=CC=CC=C1)C